CC1=NN(C(=C1)C1=NSC=2C1=NC(=CC2N2C[C@H](CC2)O)N2[C@@H](COCC2)C)C2OCCCC2 (3S)-1-(3-(3-methyl-1-(tetrahydro-2H-pyran-2-yl)-1H-pyrazol-5-yl)-5-((R)-3-methylmorpholino)isothiazolo[4,5-b]pyridin-7-yl)pyrrolidin-3-ol